C1(CC1)[Bi](O[Bi](C1CC1)(C1CC1)(C1CC1)O[Bi](C1CC1)(C1CC1)(C1CC1)C1CC1)(C1CC1)(C1CC1)C1CC1 bis(tetracyclopropyl-λ5-bismuthanyloxy)(tricyclopropyl)-λ5-bismuthane